R-BromoBenzazepine BrC=1NC2=C(C=CC1)C=CC=C2